C(#N)C=1C=NN2C1C(=CC(=C2)C=2C=NN(C2C)C2CC1(C2)CCN(CC1)C#N)OC 2-(4-[3-Cyano-4-methoxypyrazolo[1,5-a]pyridin-6-yl]-5-methylpyrazol-1-yl)-7-azaspiro[3.5]nonane-7-carbonitrile